C(C1=CN=CC=C1)(=O)N[C@@H]([C@H](O)C)C(=O)O nicotinoyl-threonine